(2R,4s)-1-[(2R)-2-(4-cyclopropyl-triazol-1-yl)-3,3-dimethyl-butyryl]-N-[2-(2,5-dimethoxyphenyl)-2-hydroxy-1-methyl-ethyl]-4-hydroxy-pyrrolidine-2-carboxamide C1(CC1)C=1N=NN(C1)[C@@H](C(=O)N1[C@H](C[C@@H](C1)O)C(=O)NC(C(O)C1=C(C=CC(=C1)OC)OC)C)C(C)(C)C